CC(CC1=CC=CC=C1)(CC(C)C)O 2,4-dimethyl-1-phenylpentan-2-ol